C1[C@@H]([C@H](O[C@H]1N2C=CC(=NC2=O)N)COP(=O)([O-])OP(=O)([O-])OP(=O)([O-])[O-])O The molecule is a 2'-deoxyribonucleoside 5'-triphosphate(4-) arising from deprotonation of the triphosphate OH groups of 2'-deoxycytidine 5'-triphosphate (dCTP); major species at pH 7.3. It is a conjugate base of a dCTP(3-).